ClC1=C(C(=O)NC2=CC(=CC=C2)[S@](=O)(=N)C)C(=CN=C1C(F)(F)F)N1CCC(CCC1)(F)F (S)-3-chloro-5-(4,4-difluoroazepan-1-yl)-N-(3-(S-methylsulfonimidoyl)phenyl)-2-(trifluoromethyl)isonicotinamide